C(C)(C)(C)OC(=O)N1CCC12CN(C2)C2=NC(=CC=C2)N 6-(6-aminopyridin-2-yl)-1,6-diazaspiro[3.3]heptane-1-carboxylic acid tert-butyl ester